FC1(CNCCC1N1CC(C1)N1CCN(CC1)C1=C(C2=C(N(C(N2C)=O)C2C(NC(CC2)=O)=O)C=C1)F)F 3-(5-{4-[1-(3,3-Difluoropiperidin-4-yl)azetidin-3-yl]piperazin-1-yl}-4-fluoro-3-methyl-2-oxo-1,3-benzodiazol-1-yl)piperidine-2,6-dione